C(C)N(CCOC=1C(C2=CC3=CC(=CC=C3C2=CC1)OCCN(CC)CC)=O)CC 2,7-bis[2-(diethylamino)-ethoxy]-fluorenone